1-((1S,4S,5R)-5-((6-(1-methyl-1H-pyrazol-4-yl)pyrazolo[1,5-a]pyrazin-4-yl)oxy)-2-azabicyclo[2.2.1]heptan-2-yl)prop-2-en-1-one CN1N=CC(=C1)C=1N=C(C=2N(C1)N=CC2)O[C@H]2[C@@H]1CN([C@H](C2)C1)C(C=C)=O